C(C=CC)(=O)[O-] BUT-2-ENOAT